C(CCCCCCCCCCC)C1(CC(CC(=C1)O)(CN)CCCCCCCCCCCC)CN 1,3-Didodecyl-5-hydroxy-m-xylylenediamine